ClC=1C=CC2=C(C(C[C@@H](O2)C(=O)N[C@@H]2[C@H]3C[C@@H]([C@@H](C2)O3)NC(COC3=CC(=C(C=C3)Cl)F)=O)=O)C1 |&1:13,14,16,17| (2R)-6-chloro-N-{(1RS,2SR,4RS,5SR)-5-[2-(4-chloro-3-fluorophenoxy)acetamido]-7-oxabicyclo[2.2.1]heptan-2-yl}-4-oxo-3,4-dihydro-2H-1-benzopyran-2-carboxamide